dopamine potassium sodium [Na].[K].NCCC1=CC(O)=C(O)C=C1